N-((1R)-1-(1-((1R,4R,5s)-2-azabicyclo[2.1.1]hexane-5-yl)-8-(2-cyanoethyl)-7-(2,3-dichlorophenyl)-6-fluoro-4-methyl-1H-pyrrolo[3,2-c]quinolin-2-yl)ethyl)-2,2-difluoroacetamide [C@H]12NC[C@H]([C@@H]1N1C(=CC=3C(=NC=4C(=C(C(=CC4C31)CCC#N)C3=C(C(=CC=C3)Cl)Cl)F)C)[C@@H](C)NC(C(F)F)=O)C2